C(C)(C)(C)OC(=O)N1CC(C1)N1N=C(C=C1Cl)[N+](=O)[O-].ClC1=CC=C(C[C@@H]2[C@@H](C2)C(=O)N2CCC(CC2)NC(COC2=CC=C(C=C2)Cl)=O)C=C1 N-(1-((1R,2R)-2-(4-chlorobenzyl)cyclopropane-1-carbonyl)piperidin-4-yl)-2-(4-chlorophenoxy)acetamide tert-butyl-3-(5-chloro-3-nitro-1H-pyrazol-1-yl)azetidine-1-carboxylate